2-(1,3-dimethyl-1H-pyrazol-4-yl)pyrimidin-4-amine CN1N=C(C(=C1)C1=NC=CC(=N1)N)C